2,5-dimethyl-4,5-dihydro-2H-pyrazolo[4,3-c]quinolin CN1N=C2C(CN(C=3C=CC=CC23)C)=C1